ClC1=NC(=C(C(=N1)N)N)C(F)(F)F 2-chloro-6-(trifluoromethyl)pyrimidine-4,5-diamine